FC1=C(C(=CC2=CC=C(C=C12)OC)O)N1C(C(NS1(=O)=O)=O)([2H])[2H] 5-(1-fluoro-3-hydroxy-7-methoxynaphthalen-2-yl)(4,4-2H2)-1λ6,2,5-thiadiazolidine-1,1,3-trione